NC=1C(=C(C=NC1)C1=C(C=2N=C(N=C(C2C=N1)N1C[C@H]2CC[C@@H](C1)N2C(=O)OC(C)(C)C)OCC(F)(F)F)F)C(F)(F)F tert-butyl (1R,5S)-3-(7-(5-amino-4-(trifluoromethyl)pyridin-3-yl)-8-fluoro-2-(2,2,2-trifluoroethoxy)pyridino[4,3-d]pyrimidin-4-yl)-3,8-diazabicyclo[3.2.1]octan-8-formate